N-(biphenyl-4-yl)-N-[4-(9-phenyl-9H-carbazol-3-yl)phenyl]-9,9'-spirobi(9H-fluorene)-4-amine C1(=CC=C(C=C1)N(C1=CC=CC=2C3(C4=CC=CC=C4C12)C1=CC=CC=C1C=1C=CC=CC13)C1=CC=C(C=C1)C=1C=CC=3N(C2=CC=CC=C2C3C1)C1=CC=CC=C1)C1=CC=CC=C1